3-(sec-butyl)-6-fluoro-4-(1-methyl-1H-pyrazole-4-carbonyl)-1,3,4,5-tetrahydro-2H-pyrido[3,4-e][1,4]diazepin-2-one C(C)(CC)C1N(CC2=C(NC1=O)C=NC=C2F)C(=O)C=2C=NN(C2)C